C(C)(C)(C)N1CCC(CC1)N1C2=C(NC(C1=O)=O)C=C(C(=N2)C)Cl Tert-Butyl-4-(7-chloro-6-methyl-2,3-dioxo-2,3-dihydropyrido[2,3-b]pyrazin-4(1H)-yl)piperidine